[O-]S(=O)(=O)C(F)(F)F.COC1=C(C=CC=C1)[I+]C1=CC=CC=C1 methoxydiphenyliodonium Triflate